(3-chloro-4-methylphenyl)sydnone ClC=1C=C(C=CC1C)[N+]=1[N-]OC(C1)=O